1-(3-(dimethylamino)propyl) 3,5-bis(8-oxo-8-((3-pentyloctyl)oxy)octyl) benzene-1,3,5-tricarboxylate C1(=CC(=CC(=C1)C(=O)OCCCCCCCC(OCCC(CCCCC)CCCCC)=O)C(=O)OCCCCCCCC(OCCC(CCCCC)CCCCC)=O)C(=O)OCCCN(C)C